NC1=NC(=C(C#N)C=C1)C([2H])([2H])[2H] 6-amino-2-(methyl-d3)nicotinonitrile